5-chloro-4-fluoro-1-((2-(trimethylsilyl)ethoxy)methyl)-1H-pyrrolo[2,3-c]Pyridine ClC=1C(=C2C(=CN1)N(C=C2)COCC[Si](C)(C)C)F